(2R,3S,4R,5R)-5-cyano-4-hydroxy-5-(4-(2-methoxy-2-methylpropanamido)pyrrolo[2,1-f][1,2,4]triazin-7-yl)-2-((2-phenylacetoxy)methyl)tetrahydrofuran-3-yl D-valinate N[C@H](C(C)C)C(=O)O[C@@H]1[C@H](O[C@]([C@@H]1O)(C1=CC=C2C(=NC=NN21)NC(C(C)(C)OC)=O)C#N)COC(CC2=CC=CC=C2)=O